OC(C)N1C(OCC1)=O (1-hydroxyethyl)oxazolidin-2-one